CC(O)([SiH2]CC[Si](C)(C)C)C dimethyl-[2-(trimethylsilyl)ethyl]silylmethanol